C(CCC)OC(=O)N1CCC2(CC1)CC=1N=CN=CC1O2 7H-spiro[furo[3,2-d]pyrimidine-6,4'-piperidine]-1'-carboxylic acid Butyl ester